methyl 5-[2-(2,4-diamino-6-oxo-1,6-dihydropyrimidin-5-yl) acetamido]-3-fluoropyridine-2-carboxylate methyl-5-(2-chloroacetamido)-3-fluoropyridine-2-carboxylate COC(=O)C1=NC=C(C=C1F)NC(CCl)=O.NC=1NC(C(=C(N1)N)CC(=O)NC=1C=C(C(=NC1)C(=O)OC)F)=O